C(C)N1N=NC2=C1C=CC(=C2)O 1-ethyl-1H-benzo[d][1,2,3]triazol-5-ol